(1S,3R)-1-(2,6-Difluoro-4-((Z)-(1-(3-fluoropropyl)pyrrolidin-3-ylidene)methyl)phenyl)-2-(2,2-difluoropropyl)-3-methyl-1,2,3,4-tetrahydroisoquinolin-6-ol FC1=C(C(=CC(=C1)\C=C\1/CN(CC1)CCCF)F)[C@H]1N([C@@H](CC2=CC(=CC=C12)O)C)CC(C)(F)F